2-(methoxymethyl)-6-methyl-N-(3-phenylpropyl)thieno[2,3-d]pyrimidin-4-amine COCC=1N=C(C2=C(N1)SC(=C2)C)NCCCC2=CC=CC=C2